NC=1C(=NC(=C(N1)C1=CC=CC=C1)CCC1=CC=C(C=C1)Br)C#N 3-amino-6-(4-bromophenyl-ethyl)-5-phenylpyrazine-2-carbonitrile